titanium phosphoric acid (phosphonic acid) salt P([O-])([O-])=O.P([O-])([O-])(O)=O.[Ti+4]